tert-Butyl ((3R,4R)-1-(2-chloro-5-(1-(2,2,2-trifluoroethyl)-1H-pyrazol-4-yl)pyridin-4-yl)-4-hydroxypiperidin-3-yl)carbamate ClC1=NC=C(C(=C1)N1C[C@H]([C@@H](CC1)O)NC(OC(C)(C)C)=O)C=1C=NN(C1)CC(F)(F)F